CC=1C=C(C2=C(N=C(S2)NC(=O)C2CCN(CC2)S(=O)(=O)C2=NC=C(C=N2)F)C1)C N-(5,7-dimethylbenzo[d]thiazol-2-yl)-1-((5-fluoropyrimidin-2-yl)sulfonyl)piperidine-4-carboxamide